1-[4-Chloro-2-(difluoromethyl)phenyl]-N-[(3R)-1-methyl-3-piperidyl]pyrrolo[1,2-d][1,2,4]triazin-4-amine ClC1=CC(=C(C=C1)C=1C=2N(C(=NN1)N[C@H]1CN(CCC1)C)C=CC2)C(F)F